methyl (2-bromo-4-iodo-6-methoxyphenyl)acetate BrC1=C(C(=CC(=C1)I)OC)CC(=O)OC